[(1R)-3-methyl-1-({(2S)-3-phenyl-2-[(pyrazin-2-ylcarbonyl)amino]propanoyl}amino)butyl]boronic acid CC(C[C@H](NC([C@H](CC1=CC=CC=C1)NC(=O)C1=NC=CN=C1)=O)B(O)O)C